C(CCCCCCCCCCCCCCCCC)[N+]1=CNC=C1 3-octadecyl-imidazolium